2-(4-((S or R)-1-(((S)-((R)-5-cyano-1,2,3,4-tetrahydroquinolin-3-yl)(phenyl)methyl)amino)propan-2-yl)-3-methoxyphenyl)acetic acid C(#N)C1=C2C[C@H](CNC2=CC=C1)[C@@H](C1=CC=CC=C1)NC[C@@H](C)C1=C(C=C(C=C1)CC(=O)O)OC |o1:21|